C(=O)C1=CC(=NN1CC#N)C (5-formyl-3-methyl-1H-pyrazol-1-yl)acetonitrile